[2-(BUT-3-EN-2-YLOXY)-5-FLUOROPHENYL]BORANEDIOL CC(C=C)OC1=C(C=C(C=C1)F)B(O)O